2-({2-Chloro-5-cyano-3-[(2S)-2-methyl-4-(oxetan-3-yl)piperazin-1-yl]phenyl}amino)-4-(methylamino)pyrazolo[1,5-a][1,3,5]triazine-8-carbonitrile ClC1=C(C=C(C=C1N1[C@H](CN(CC1)C1COC1)C)C#N)NC1=NC=2N(C(=N1)NC)N=CC2C#N